(1-(4-methyl-3-(5-(tetrahydrofuran-3-yl)-4H-1,2,4-triazol-3-yl)benzoyl)piperidin-4-yl)benzonitrile CC1=C(C=C(C(=O)N2CCC(CC2)C2=C(C#N)C=CC=C2)C=C1)C1=NN=C(N1)C1COCC1